C[C@H]1N(C[C@@H](N(C1)C(=O)N1C(C=2NN=C(C2C1)NC(C1=NC=CC=C1)=O)(C)C)C)CC1CCOCC1 N-(5-((2R,5S)-2,5-dimethyl-1-((tetrahydro-2H-pyran-4-yl)methyl)piperazine-4-carbonyl)-6,6-dimethyl-1,4,5,6-tetrahydropyrrolo[3,4-c]pyrazol-3-yl)picolinamide